6-bromo-1-methyl-3-(trifluoromethyl)-1H-pyrrolo[2,3-b]Pyridine BrC1=CC=C2C(=N1)N(C=C2C(F)(F)F)C